P(OCCCC)(O)[O-] n-Butyl hydrogen phosphite